[Cl-].Cl\C=C/C[N+]12CN3CN(CN(C1)C3)C2 1-(cis-3-chloroallyl)-3,5,7-triaza-1-azoniaadamantane chloride